(S)-3-(3-(hydroxymethyl)-4-methylphenyl)-2,2-dimethyl-3-(8-methyl-3-(trifluoromethyl)-[1,2,4]triazolo[4,3-a]pyridin-7-yl)propanoate OCC=1C=C(C=CC1C)[C@H](C(C(=O)[O-])(C)C)C1=C(C=2N(C=C1)C(=NN2)C(F)(F)F)C